(3R)-6-(4-(6-fluoropyridin-2-yl)benzyl)-7-methyl-3-(tetrahydrofuran-3-yl)imidazo[1,5-a]pyrazin-8(7H)-one FC1=CC=CC(=N1)C1=CC=C(CC=2N(C(C=3N(C2)C(=NC3)[C@@H]3COCC3)=O)C)C=C1